1-(4-(4-amino-7-(2-methoxyethyl)-7H-pyrrolo[2,3-d]pyrimidin-5-yl)phenyl)-3-(5-tert-butyl-isoxazol-3-yl)urea NC=1C2=C(N=CN1)N(C=C2C2=CC=C(C=C2)NC(=O)NC2=NOC(=C2)C(C)(C)C)CCOC